FC1=C2C(=NN(C2=CC=C1)CC1=NC(=NO1)C)C1CN(C1)C(=O)OC(C)(C)C tert-Butyl 3-{4-fluoro-1-[(3-methyl-1,2,4-oxadiazol-5-yl)methyl]-1H-indazol-3-yl}azetidine-1-carboxylate